methyl 5-[5-({4-[(2-amino-6-bromo-1,3-benzodiazol-1-yl) methyl] hexyl} oxy)-1-methylpyrazol-4-yl]-1-methyl-6-oxopyridine-3-carboxylate NC1=NC2=C(N1CC(CCCOC1=C(C=NN1C)C1=CC(=CN(C1=O)C)C(=O)OC)CC)C=C(C=C2)Br